1-propenyl-2-hexyloxyethane C(=CC)CCOCCCCCC